CC1(OCC(O1)CC=1C(=C(C=CC1)C=1C=2N(C=CN1)C(=CN2)C)F)C 8-(3-((2,2-dimethyl-1,3-dioxolan-4-yl)methyl)-2-fluorophenyl)-3-methylimidazo[1,2-a]pyrazine